3-(tert-butoxy)-N-(2-(2-chloropyrimidin-4-yl)-6,7,8,9-tetrahydro-5H-benzo[7]annulen-5-yl)azetidine-1-carboxamide C(C)(C)(C)OC1CN(C1)C(=O)NC1CCCCC2=C1C=CC(=C2)C2=NC(=NC=C2)Cl